CN1C=CC=2N=CN=C(C21)NCC2=CC=C(C=C2)B(O)O 4-[([5-methylpyrrolo[3,2-d]pyrimidin-4-yl]amino)-methyl]phenylboronic acid